(S)-4,4,4-trifluoro-3-hydroxy-3-methyl-N-((S)-1-(3-(2,2,2-trifluoroethoxy)phenyl)ethyl)butanamide FC([C@@](CC(=O)N[C@@H](C)C1=CC(=CC=C1)OCC(F)(F)F)(C)O)(F)F